N[C@@H]1C[C@H](CC1)NC1=CC=C(C=N1)N1C(C=CC=C1)=O 1-(6-{[(1S,3S)-3-aminocyclopentyl]amino}pyridin-3-yl)-1,2-dihydropyridin-2-one